N-(3-((3,5-dimethyl-4-oxo-3,4-dihydroquinazolin-6-yl)amino)-2,4-difluorophenyl)pyrrolidine-1-sulfonamide trifluoroacetate FC(C(=O)O)(F)F.CN1C=NC2=CC=C(C(=C2C1=O)C)NC=1C(=C(C=CC1F)NS(=O)(=O)N1CCCC1)F